FC1=CC=C(C=C1)C1=CC=C(C(=N1)C1=NN(C=C1)C)C1(CN(CC1)C(=O)OC(C)(C)C)O tert-butyl 3-(6-(4-fluorophenyl)-2-(1-methyl-1H-pyrazol-3-yl)pyridin-3-yl)-3-hydroxypyrrolidine-1-carboxylate